tert-butyl (5-cyclopropyl-5-hydroxypentyl)(4,4-difluorocyclohexyl)carbamate C1(CC1)C(CCCCN(C(OC(C)(C)C)=O)C1CCC(CC1)(F)F)O